((1S)-1-(4-(1-(difluoromethyl)-4-(2-methylbut-3-enamido)-1H-pyrazol-5-yl)pyridin-2-yl)but-3-en-1-yl)carbamic acid tert-butyl ester C(C)(C)(C)OC(N[C@@H](CC=C)C1=NC=CC(=C1)C1=C(C=NN1C(F)F)NC(C(C=C)C)=O)=O